Decyldimethyl(3-sulfopropyl)ammonium hydroxide [OH-].C(CCCCCCCCC)[N+](CCCS(=O)(=O)O)(C)C